(3-acrylamido-4-(trifluoromethoxy)phenyl)boronic acid C(C=C)(=O)NC=1C=C(C=CC1OC(F)(F)F)B(O)O